ClC1C(=CC=CC1(NC(C1=NC=C(C=C1)C(OC)OC)=O)NC(C1=NC=C(C=C1)C=O)=O)C1=C(C=CC=C1)C N-(2-chloro-3-(5-(dimethoxymethyl)picolinamido)-2'-methyl-[1,1'-biphenyl]-3-yl)-5-formylpicolinamide